1-(2-fluorophenyl)-1H-pyrazole-3-carbaldehyde FC1=C(C=CC=C1)N1N=C(C=C1)C=O